{1-{1-[3-fluoro-5-(trifluoromethyl)benzoyl]piperidin-4-yl}-3-[4-(7H-pyrrolo[2,3-d]pyrimidin-4-yl)-1H-pyrazol-1-yl]azetidin-3-yl}acetonitrile FC=1C=C(C(=O)N2CCC(CC2)N2CC(C2)(N2N=CC(=C2)C=2C3=C(N=CN2)NC=C3)CC#N)C=C(C1)C(F)(F)F